C(C)(=O)OI1C(=CC=C1)C1=CC=CC=C1 2-phenyliodol-1-yl acetate